ethyl 3,3-dimethyl-4-nitrobutyrate CC(CC(=O)OCC)(C[N+](=O)[O-])C